NC1=CC=C(C=C1)CCCNC1=CC=2N(C(=N1)N)N=C(N2)C=2OC=CC2 N7-(3-(4-aminophenyl)propyl)-2-(furan-2-yl)-[1,2,4]triazolo[1,5-c]pyrimidine-5,7-diamine